(3-tert-butylphenyl)-3-methylbutyrate C(C)(C)(C)C=1C=C(C=CC1)OC(CC(C)C)=O